1,3-diethyl-1H,4H,5H,6H,7H-pyrazolo[3,4-d]pyrimidine-4,6-dione C(C)N1N=C(C2=C1NC(NC2=O)=O)CC